ClC1=C(C(=O)O)C(=CC=C1)NC(C)C=1C=C(C=C2C(C=C(OC12)N1CCC(CC1)(C)C)=O)C 2-chloro-6-((1-(2-(4,4-dimethylpiperidin-1-yl)-6-methyl-4-oxo-4H-chromen-8-yl)ethyl)amino)benzoic acid